FC(C1=C(C(=O)NC(C(=O)O)CCN(CCCCC2=NC=3NCCCC3C=C2)CCOC(C)C)C=CC=C1)F 2-[[2-(difluoromethyl)benzoyl]amino]-4-[2-isopropoxyethyl-[4-(5,6,7,8-tetrahydro-1,8-naphthyridin-2-yl)butyl]amino]butanoic acid